(R)-N-((4-(4-(trifluoromethoxy)phenyl)-4,5,6,7-tetrahydropyrazolo[1,5-a]pyrimidin-6-yl)methyl)acrylamide FC(OC1=CC=C(C=C1)N1C=2N(C[C@@H](C1)CNC(C=C)=O)N=CC2)(F)F